N-[(1-acryloylpiperidin-4-yl)methyl]-5-(4-phenoxyphenyl)pyrimidine-4,6-diamine C(C=C)(=O)N1CCC(CC1)CNC1=NC=NC(=C1C1=CC=C(C=C1)OC1=CC=CC=C1)N